tert-butyl ((2-(3-(1-acetyl-3-(4-methyl-4H-1,2,4-triazol-3-yl)azetidin-3-yl)phenyl)-3-oxo-7-(trifluoromethyl)isoindolin-5-yl)methyl)(1-methylcyclobutyl)carbamate C(C)(=O)N1CC(C1)(C1=NN=CN1C)C=1C=C(C=CC1)N1CC2=C(C=C(C=C2C1=O)CN(C(OC(C)(C)C)=O)C1(CCC1)C)C(F)(F)F